NC=1C=C(C=C2C(=C(N(C12)C1=CC(=C(C=C1)F)C)C)C#N)O 7-amino-1-(4-fluoro-3-methyl-phenyl)-5-hydroxy-2-methyl-indole-3-carbonitrile